ClC1=NC=C(C(=N1)NCC1CCC(CC1)C1=NC=CC=C1)C(F)(F)F 2-chloro-N-((4-(pyridin-2-yl)cyclohexyl)methyl)-5-(trifluoromethyl)pyrimidin-4-amine